Cl.COC(=O)C=1C(N(C2=CC(=CC=C2C1N)C(F)(F)F)C1=CC=C(C=C1)NC)=O 4-Amino-1-(4-(methylamino)phenyl)-2-oxo-7-(trifluoromethyl)-1,2-dihydroquinoline-3-carboxylic acid methyl ester hydrochloride